FC=1C(=C(C=CC1)O)C1=C2C(=C(N=N1)NC1CC(C1)(C)O)N=CC=C2 3-fluoro-2-(8-((3-hydroxy-3-methylcyclobutyl)amino)pyrido[2,3-d]pyridazin-5-yl)phenol